BrC=1C=C2C(=NC1)NC=C2C(=O)C=2C(=C(C=CC2F)NS(=O)(=O)N2C[C@@H](CC2)F)F (3R)-N-(3-{5-bromo-1H-pyrrolo[2,3-b]pyridine-3-carbonyl}-2,4-difluorophenyl)-3-fluoropyrrolidine-1-sulfonamide